C=C1C(C=CC=C1C)C 1-methylene-2,6-xylene